COC1=CC=C(C=CC2=C3C=C(N=CC3=C(N=C2)NC)NC(=O)C2CC2)C=C1 N-(5-(4-methoxystyryl)-8-(methylamino)-2,7-naphthyridin-3-yl)cyclopropanecarboxamide